N-{4-[1-hydroxy-2-(propan-2-ylamino)ethyl]phenyl}methanesulfonamide OC(CNC(C)C)C1=CC=C(C=C1)NS(=O)(=O)C